(R)-5-amino-N-(4-cyano-2,6-difluorobenzyl)-N-(1-methoxypropan-2-yl)-6,8-dihydro-1H-furo[3,4-d]pyrrolo[3,2-b]pyridine-2-carboxamide NC1=C2C(=C3C(=N1)C=C(N3)C(=O)N([C@@H](COC)C)CC3=C(C=C(C=C3F)C#N)F)COC2